ClC=1C=C(C=CC1F)NC(=O)C=1C=2CC(C(C2C(=CC1)F)NC(=O)NC)(C)C N-(3-chloro-4-fluorophenyl)-7-fluoro-2,2-dimethyl-1-(3-methylureido)-2,3-dihydro-1H-indene-4-carboxamide